FC(OC=1C=CC(=C(C1)C1=NN(C=2C1=NC=C(C2)C(=O)NC2(CS(C2)(=O)=O)C)[C@H](C)C(C)(C)O)F)F (R)-3-(5-(difluoromethoxy)-2-fluorophenyl)-1-(3-hydroxy-3-methylbutan-2-yl)-N-(3-methyl-1,1-dioxidothietan-3-yl)-1H-pyrazolo[4,3-b]pyridine-6-carboxamide